oxo-cis-11-eicosenoic acid O=C(C(=O)O)CCCCCCCC\C=C/CCCCCCCC